rel-(2r,3s,4s,5r)-4-[[3-[2-(difluoromethoxy)-3,4-difluoro-phenyl]-4,5-dimethyl-5-(trifluoromethyl)tetrahydrofuran-2-carbonyl]amino]-5-methyl-pyridine-2-carboxamide FC(OC1=C(C=CC(=C1F)F)[C@H]1[C@@H](O[C@]([C@H]1C)(C(F)(F)F)C)C(=O)NC1=CC(=NC=C1C)C(=O)N)F |o1:11,12,14,15|